N1=C(C=CC=C1)C=1SC(=CN1)C=O (2-(pyridin-2-yl)thiazol-5-yl)methanone